(R)-2-(2,6-dichloro-4-cyanophenyl)-5-((4-(3-fluoropyrrolidine-1-carbonyl)phenyl)amino)-2H-1,2,3-triazole-4-carboxamide ClC1=C(C(=CC(=C1)C#N)Cl)N1N=C(C(=N1)C(=O)N)NC1=CC=C(C=C1)C(=O)N1C[C@@H](CC1)F